C(CCC\C=C\CCCCCCC)=O (E)-5-tridecenal